1-bromo-4-(trifluoro-methyl)benzene BrC1=CC=C(C=C1)C(F)(F)F